(4-Hydroxycinnamoyl)guanidin OC1=CC=C(C=CC(=O)NC(=N)N)C=C1